BrCC=1C(=NOC1C)C1=CC=NC=C1 4-(bromomethyl)-5-methyl-3-(pyridin-4-yl)isoxazole